(1,2,3,5,6,7-hexahydro-s-indacen-4-yl)carbamoyl-4-hydroxybenzenesulfonamide C1CCC2=C(C=3CCCC3C=C12)NC(=O)C1=C(C=CC(=C1)O)S(=O)(=O)N